OCC(O)CO (-)-glycerol